C(C)[Sn]=O ethyltin oxide